palladium(2+) bis(cyclopenta-1,3-dien-1-yldiphenylphosphane) C1(=CC=CC1)P(C1=CC=CC=C1)C1=CC=CC=C1.C1(=CC=CC1)P(C1=CC=CC=C1)C1=CC=CC=C1.[Pd+2]